4,4-stilbenedicarboxylic acid C1(=CCC(C=C1)(C(=O)O)C(=O)O)C=CC1=CC=CC=C1